N-methyl-N-[3-({[2-{[4-(1H-tetrazol-5-yl)phenyl]amino}-5-(trifluoromethyl)pyrimidin-4-yl]amino}methyl)pyridin-2-yl]methanesulfonamide CN(S(=O)(=O)C)C1=NC=CC=C1CNC1=NC(=NC=C1C(F)(F)F)NC1=CC=C(C=C1)C1=NN=NN1